3-benzyl-3-(1-(4-fluorophenyl)-1H-indazol-5-yl)-1-(methylsulfonyl)pyrrolidin-2-one C(C1=CC=CC=C1)C1(C(N(CC1)S(=O)(=O)C)=O)C=1C=C2C=NN(C2=CC1)C1=CC=C(C=C1)F